2-{3-[(3S)-3-methylpiperazin-1-yl]-1,2,4-triazin-6-yl}-5-(1H-pyrazol-4-yl)phenol dihydrochloride Cl.Cl.C[C@H]1CN(CCN1)C=1N=NC(=CN1)C1=C(C=C(C=C1)C=1C=NNC1)O